OC=1C(=C2C=CC(=CC2=CC1)S(=O)(=O)[O-])N=NC1=C(C=C(C(=C1)C)S(=O)(=O)O)OC.[Na+].[Na+].FC(S(=O)(=O)CS(=O)(=O)C(F)(F)F)(F)F.OC=1C(=C2C=CC(=CC2=CC1)S(=O)(=O)[O-])N=NC1=C(C=C(C(=C1)C)S(=O)(=O)O)OC bis[(trifluoromethyl)sulfonyl]methane Disodium 6-hydroxy-5-[(2-methoxy-5-methyl-4-sulfophenyl)azo]-2-naphthalenesulfonate